FC(C1=CC=C(C(=O)NCC(=O)O)C=C1)(C1=CC=CC=C1)F (4-(difluoro(phenyl)methyl)benzoyl)glycine